C(C)(C)(C)OC(=O)N1[C@@H]2CN([C@H](C1)C2)C2=NC=C(C(=C2)C(N)=O)[N+](=O)[O-] (1S,4S)-5-(4-carbamoyl-5-nitropyridin-2-yl)-2,5-diazabicyclo[2.2.1]heptane-2-carboxylic acid tertiary Butyl ester